bistrimethylsilyl-trifluoroacetamide C[Si](C)(C)N(C(C(F)(F)F)=O)[Si](C)(C)C